ClC1=CC=C(CN2C(=NC=3N(C(N(C(C23)=O)CCCO)=O)C)OC2=CC(=CC=C2)CC)C=C1 7-(4-chlorobenzyl)-8-(3-ethylphenoxy)-1-(3-hydroxypropyl)-3-methyl-1H-purine-2,6(3H,7H)-dione